(1S,4S)-5-(3-((4-((2-((S)-2-cyano-4,4-difluoropyrrolidin-1-yl)-2-oxoethyl)carbamoyl)quinolin-6-yl)oxy)propyl)-2,5-diazabicyclo[2.2.1]heptane-2-carboxylic acid tert-butyl ester C(C)(C)(C)OC(=O)N1[C@@H]2CN([C@H](C1)C2)CCCOC=2C=C1C(=CC=NC1=CC2)C(NCC(=O)N2[C@@H](CC(C2)(F)F)C#N)=O